4-(2,6-Dimethoxy-4-propylphenyl)-1,3,3-trimethylindolin-2-one COC1=C(C(=CC(=C1)CCC)OC)C1=C2C(C(N(C2=CC=C1)C)=O)(C)C